C(C)(C)(C)NC(=O)C1=NC=CC(=C1)NC(CC1=C(C=CC=C1)OC(F)F)=O N-tert-butyl-4-[[2-[2-(difluoromethoxy)phenyl]acetyl]amino]pyridine-2-carboxamide